(4-fluoropiperidin-1-yl)(1H-pyrrolo[2,3-c]pyridin-5-yl)methanone FC1CCN(CC1)C(=O)C=1C=C2C(=CN1)NC=C2